2-([1,1'-biphenyl]-4-yl)-4-chloro-6-(2-(dibenzo[b,d]furan-3-yl)phenyl)-1,3,5-triazine C1(=CC=C(C=C1)C1=NC(=NC(=N1)Cl)C1=C(C=CC=C1)C=1C=CC2=C(OC3=C2C=CC=C3)C1)C1=CC=CC=C1